3-(4-methyl-2-nitroanilino)propan-1-ol CC1=CC(=C(NCCCO)C=C1)[N+](=O)[O-]